(((3aR,4S,6R,6aS)-6-((5-amino-6-chloro-2-propoxypyrimidin-4-yl)amino)-2,2-dimethyltetrahydro-4H-cyclopenta[d][1,3]dioxolan-4-yl)oxy)-ethan-1-ol NC=1C(=NC(=NC1Cl)OCCC)N[C@@H]1C[C@@H]([C@@H]2[C@H]1OC(O2)(C)C)OC(C)O